NCC=1C=C(C=CC1)[C@H]1[C@@H](N=C(O1)N1C[C@H](N(CC1)C([C@H](NC1CCCCC1)CCCCNS(=O)(=O)C)=O)C(=O)NCC=1SC=CC1)C (S)-4-((4S,5S)-5-(3-(aminomethyl)phenyl)-4-methyl-4,5-dihydrooxazol-2-yl)-1-(N2-cyclohexyl-N6-(methylsulfonyl)-D-lysyl)-N-(thiophen-2-ylmethyl)piperazine-2-carboxamide